ClC1=NC=CC2=C1C(=CN2)C=2SC(=NN2)OC2=CC=C(C=C2)C(F)(F)F 2-{4-chloro-1H-pyrrolo[3,2-c]pyridin-3-yl}-5-[4-(trifluoromethyl)phenoxy]-1,3,4-thiadiazole